3-[4-(4-benzyl-1,3-oxazol-2-yl)piperazin-1-yl]-6-(1-methyl-1H-pyrazol-4-yl)pyrazolo[1,5-a]pyridine C(C1=CC=CC=C1)C=1N=C(OC1)N1CCN(CC1)C=1C=NN2C1C=CC(=C2)C=2C=NN(C2)C